2-amino-9-[(2R,3R,4R,5R)-3,4-dihydroxy-5-(hydroxymethyl)-3-methyl-tetrahydrofuran-2-yl]-1H-purin-6-one NC=1NC(C=2N=CN(C2N1)[C@@H]1O[C@@H]([C@H]([C@@]1(C)O)O)CO)=O